C(C(=C)C)(=O)OCC(C)OC(CCCC(=O)O)=O 5-[(1-Methacryloyloxypropan-2-yl)oxy]-5-oxopentanoic acid